4-(3,4-dichlorophenyl)-5-isobutylthiazole-2-amine ClC=1C=C(C=CC1Cl)C=1N=C(SC1CC(C)C)N